bromo-N-methoxy-N,1-dimethyl-1H-pyrazole-4-carboxamide BrC1=NN(C=C1C(=O)N(C)OC)C